2-(4-methoxymethyl-phenyl)-2-ethoxyhexyl cinnamate C(C=CC1=CC=CC=C1)(=O)OCC(CCCC)(OCC)C1=CC=C(C=C1)COC